1-(tetrahydro-2-furanyl)-5-fluoro-2,4(1H,3H)-pyrimidinedione O1C(CCC1)N1C(NC(C(=C1)F)=O)=O